O=C1NC(CCC1N1C(C2=CC=CC(=C2C1=O)OCCCCCNC(C1=CC=CC=C1)=O)=O)=O N-(5-[[2-(2,6-dioxopiperidin-3-yl)-1,3-dioxoisoindol-4-yl]oxy]pentyl)benzamide